4-(7-(2-methoxyphenyl)imidazo[5,1-b]oxazol-5-yl)benzoic acid COC1=C(C=CC=C1)C=1N=C(N2C1OC=C2)C2=CC=C(C(=O)O)C=C2